BrC1=CC=C(C(=C1C#N)Cl)CBr 6-bromo-3-(bromomethyl)-2-chloro-benzonitrile